COC[C@H](C)NCC1=CC=2N=CNC(C2N1COCC[Si](C)(C)C)=O 6-[[[(2S)-1-methoxypropan-2-yl]amino]methyl]-5-(2-trimethylsilylethoxymethyl)-3H-pyrrolo[3,2-d]pyrimidin-4-one